N-(but-3-yn-1-yl)-N-phenylisoquinolin-1-amine C(CC#C)N(C1=NC=CC2=CC=CC=C12)C1=CC=CC=C1